C(CCC)[C@@H]1N[C@H](C2=CC=C(C=C2C1)OC)C1=CC(=NC=C1)C (1S,3S)-3-butyl-6-methoxy-1-(2-methylpyridin-4-yl)-1,2,3,4-tetrahydroisoquinoline